3-cyano-4-hydroxy-N,N-dimethyl-5-(1H-benzimidazole-5-yl)benzamide C(#N)C=1C=C(C(=O)N(C)C)C=C(C1O)C1=CC2=C(NC=N2)C=C1